methyl 5-(4,4,5,5-tetramethyl-1,3,2-dioxaborolan-2-yl)quinoline-8-carboxylate CC1(OB(OC1(C)C)C1=C2C=CC=NC2=C(C=C1)C(=O)OC)C